N-(3-(2-(bicyclo[1.1.1]pentan-1-yl)-5-(2-((2,2-dioxido-2-thiaspiro[3.3]heptan-6-yl)amino)pyrimidin-4-yl)thiazol-4-yl)-2-fluorophenyl)-2-(difluoromethoxy)-6-fluorobenzenesulfonamide C12(CC(C1)C2)C=2SC(=C(N2)C=2C(=C(C=CC2)NS(=O)(=O)C2=C(C=CC=C2F)OC(F)F)F)C2=NC(=NC=C2)NC2CC1(CS(C1)(=O)=O)C2